CN(CC[C@@]1(C=CC(CC1)=O)C1=CC=C(C=C1)O)C (4S)-4-[2-(dimethylamino)ethyl]-4-(4-hydroxyphenyl)cyclohex-2-en-1-one